3-(2-acetoxy-5-isooctyl)-5,7-di-tert-butylbenzofuran-2-one C(C)(=O)OC(C)CCC(C(C)C)C1C(OC2=C1C=C(C=C2C(C)(C)C)C(C)(C)C)=O